C(#N)C1=CC=C(CNC(=O)C2=CC=3C(=C(N=NC3)OCC3(CC3)S(NC(CO)(C)C)(=O)=O)N(C2=O)C)C=C1 N-(4-cyanobenzyl)-8-((1-(N-(1-hydroxy-2-methylpropan-2-yl)sulfamoyl)cyclopropyl)methoxy)-1-methyl-2-oxo-1,2-dihydropyrido[2,3-d]pyridazine-3-carboxamide